ClCOC(C1=CC(=CC(=C1)C(F)(F)Cl)Cl)=O 3-chloro-5-(chlorodifluoromethyl)benzoic acid chloromethyl ester